C(C)(C)(C)OC(=O)N1[C@H](C2=CC=CC=C2CC1C(=O)O)C(=O)OC(C)(C)C (R)-N-t-butoxycarbonyl-(Boc)-1,2,3,4-tetrahydroisoquinoline-3-carboxylic acid